C(C)(C)(C)OC(=O)N1[C@@H](C[C@H](CC1)NC1=C(C(=NC2=C(C(=C(C=C12)Cl)Br)Cl)N1CC(C1)(C)N(C)C)[N+](=O)[O-])CC#N (2S,4S)-4-((7-bromo-6,8-dichloro-2-(3-(dimethylamino)-3-methylazetidin-1-yl)-3-nitroquinolin-4-yl)amino)-2-(cyanomethyl)piperidine-1-carboxylic acid tert-butyl ester